C(C(O)CO)C(C(=O)O)CCCCCC\C=C/C\C=C/CCCCC monoglyceryl-linoleic acid